OC(CCCCCCCCCCCCCC(=O)O)CCCCCCCCCCCC 15-Hydroxy-heptacosanoic acid